glycerylphosphonic acid C(C(O)CO)P(O)(O)=O